O\N=C(\N)/C1=CC=C(C=C1)NC(OC(C)(C)C)=O tert-butyl (E)-(4-(N'-hydroxycarbamimidoyl)phenyl)carbamate